2-(4-[(tert-butyldiphenylsilyl)oxy]butoxy-4-nitrophenyl)-4-(2-methoxyethyl)piperazine [Si](C1=CC=CC=C1)(C1=CC=CC=C1)(C(C)(C)C)OCCCCOC1=C(C=CC(=C1)[N+](=O)[O-])C1NCCN(C1)CCOC